N(=C=S)C(CC(=O)OC)(C)C1=CC(=CC=C1)C(F)(F)F methyl 3-isothiocyanato-3-(3-(trifluoromethyl)phenyl)butanoate